C(CCCC)OC(CC\C=C/CCO)OCCCCC (3Z)-7,7-dipentoxy-3-hepten-1-ol